FC1=C(C(=CC=C1)OC)C1=NNC2=NC=C(C=C21)C2=CC=C(C=C2)N2CCN(CC2)C 3-(2-fluoro-6-methoxyphenyl)-5-(4-(4-methylpiperazin-1-yl)phenyl)-1H-pyrazolo[3,4-b]pyridine